tert-butyl ((S)-1-(((4S,7S,9aS)-7-(1H-indole-1-carbonyl)-8,8-dimethyl-5-oxooctahydropyrrolo[2,1-b][1,3]thiazepin-4-yl)amino)-1-thioxopropan-2-yl)(methyl)carbamate N1(C=CC2=CC=CC=C12)C(=O)[C@@H]1C(C[C@@H]2SCC[C@@H](C(N21)=O)NC([C@H](C)N(C(OC(C)(C)C)=O)C)=S)(C)C